C(C)(=O)ON=C(C)C=1C=CC=2N(C3=CC=C(C=C3C2C1)C(C1=C(C=C(C=C1)OCC1OC(OC1)(C)C)C)=O)CC N-acetoxy-1-[9-ethyl-6-{2-methyl-4-(3,3-dimethyl-2,4-dioxacyclopentylmethoxy)benzoyl}-9H-carbazole-3-yl]ethane-1-imine